N-(3-aminobicyclo[1.1.1]pentan-1-yl)-2-(4-chloro-3-fluorophenoxy)acetamide NC12CC(C1)(C2)NC(COC2=CC(=C(C=C2)Cl)F)=O